O=C1NC(CCC1N1C(C2=C(C=CC(=C2C1=O)F)F)=O)=O 2-(2,6-dioxo-3-piperidinyl)-4,7-difluoro-isoindoline-1,3-dione